2-methyl-5-sulfamoylphenyl-boronic acid pinacol ester CC1=C(C=C(C=C1)S(N)(=O)=O)B1OC(C)(C)C(C)(C)O1